6-chloro-4-((8-fluoro-4,5-dimethyl-2-(methyl-d3)-4,5-dihydro-2H-[1,2,3]triazolo[4,5-c]quinolin-6-yl)amino)-N-(methyl-d3)pyridazine-3-carboxamide ClC1=CC(=C(N=N1)C(=O)NC([2H])([2H])[2H])NC1=CC(=CC=2C=3C(C(N(C12)C)C)=NN(N3)C([2H])([2H])[2H])F